6-(4-Chlorophenyl)-2-(5-methyl-3-thienyl)-3-oxo-N-[(2S)-3,3,3-trifluoro-2-hydroxypropyl]-2,3-dihydropyridazine-4-carboxamide ClC1=CC=C(C=C1)C=1C=C(C(N(N1)C1=CSC(=C1)C)=O)C(=O)NC[C@@H](C(F)(F)F)O